7-(aminomethyl)-1-ethoxy-1,4a,5,7a-tetrahydrocyclopenta[c]pyran-4-carboxylic acid methyl ester COC(=O)C=1C2C(C(OC1)OCC)C(=CC2)CN